4-(2-(ethoxycarbonyl)guanidino)butan-1-aminium 2,2,2-trifluoroacetate FC(C(=O)[O-])(F)F.C(C)OC(=O)N=C(NCCCC[NH3+])N